The molecule is the ester obtained from formal condensation of sinapic acid and hydroxymalonic acid. It is a dicarboxylic acid and a carboxylic ester. It derives from a trans-sinapic acid. It is a conjugate acid of a sinapoyltartronate(2-). COC1=CC(=CC(=C1O)OC)/C=C/C(=O)OC(C(=O)O)C(=O)O